C(C=C)(=O)OCCCCCCOC1=CC=C(C(=O)OC2=C(C=C(C=C2)OC(C2=CC=C(C=C2)OCCCCCCOC(C=C)=O)=O)CC)C=C1 1,4-bis-[4-(6-acryloyloxyhexyloxy)benzoyloxy]-2-ethylbenzene